C1(=CC=CC=C1)C(CN)C1=CC=CC=C1 2,2-Diphenylethan-1-amine